CN1N=NC(=C1)C1=NN2C=NC=3C=CC=CC3C2=N1 1-methyl-1H-1,2,3-triazol-4-yl[1,2,4]triazolo[1,5-c]quinazolin